[Na].[Ca] calcium sodium